FC=1C(=NC=CC1)N1N(CC(=C1)CO)C(=O)OC(C)(C)C tert-butyl 2-(3-fluoropyridin-2-yl)-4-(hydroxymethyl)pyrazoline-1-carboxylate